7-(2,8-Dimethylimidazo[1,2-b]pyridazin-6-yl)-3-[(3R,5S)-3,5-Dimethylpiperidin-1-yl]-5-fluorocinnoline CC=1N=C2N(N=C(C=C2C)C2=CC(=C3C=C(N=NC3=C2)N2C[C@@H](C[C@@H](C2)C)C)F)C1